2,2'-{1,5,9-triazacyclododecane-1,5-diylbis[methylene(2-hydroxy-5-methyl-3,1-phenylene)methyleneoxy]}di(propane-1,3-diol) N1(CCCN(CCCNCCC1)CC=1C(=C(C=C(C1)C)COC(CO)CO)O)CC=1C(=C(C=C(C1)C)COC(CO)CO)O